((Perfluorodecyl)methyl)oxirane FC(C(C(C(C(C(C(C(C(C(F)(F)F)(F)F)(F)F)(F)F)(F)F)(F)F)(F)F)(F)F)(F)F)(F)CC1OC1